The molecule is a thiopurine that is 6-mercaptopurine in which the mercapto hydrogen is replaced by a 1-methyl-4-nitroimidazol-5-yl group. It is a prodrug for mercaptopurine and is used as an immunosuppressant, prescribed for the treatment of inflammatory conditions and after organ transplantation and also for treatment of Crohn's didease and MS. It has a role as an antineoplastic agent, an antimetabolite, an immunosuppressive agent, a prodrug, a carcinogenic agent, a DNA synthesis inhibitor and a hepatotoxic agent. It is a thiopurine, a C-nitro compound, a member of imidazoles and an aryl sulfide. CN1C=NC(=C1SC2=NC=NC3=C2NC=N3)[N+](=O)[O-]